COC1=C(C=C2C3=C(N(C2=C1)C)C(=NC=C3)C)N3CCN(CC3)S(=O)(=O)C3=CC=CC=C3 7-methoxy-1,9-dimethyl-6-(4-(phenylsulfonyl)piperazine-1-yl)-9H-pyrido[3,4-b]indole